FC1=C(CNC2=NC(=NC=C2C(=O)N)NC=2C=NN(C2)C)C=CC(=C1)F 4-((2,4-difluorobenzyl)amino)-2-((1-methyl-1H-pyrazol-4-yl)amino)pyrimidin-5-carboxamide